3-aminopropyl-(triphenylphosphine) bromide [Br-].NCCCC1=C(C=CC=C1)P(C1=CC=CC=C1)C1=CC=CC=C1